[Sn](=O)=O.[Ag] silver-tin dioxide